FC1=C(C=CC=C1)NC1=NC(=CC2=C1N(C=N2)C(C)C)C2=CC=C1C(=C2)N(C(C12CCN(CC2)C(=O)C2CCNCC2)=O)C2CC(C2)N2CCCCC2 6-{4-[(2-fluorophenyl)amino]-3-isopropylimidazo[4,5-c]pyridin-6-yl}-1'-(piperidine-4-carbonyl)-1-[(1s,3s)-3-(piperidin-1-yl)cyclobutyl]spiro[indole-3,4'-piperidin]-2-one